N-{[1,1'-biphenyl]-4-yl}-9,9-dimethyl-N-(4-{10-[4-(9-phenyl-9H-fluoren-9-yl)phenyl]-8-oxatricyclo[7.4.0.02,7]trideca-1(9),2,4,6,10,12-hexaen-6-yl}phenyl)-9H-fluoren-2-amine C1(=CC=C(C=C1)N(C1=CC=2C(C3=CC=CC=C3C2C=C1)(C)C)C1=CC=C(C=C1)C=1C=CC=C2C=3C=CC=C(C3OC12)C1=CC=C(C=C1)C1(C2=CC=CC=C2C=2C=CC=CC12)C1=CC=CC=C1)C1=CC=CC=C1